6-methyl-7-tosyl-7H-pyrrolo[2,3-d]Pyridin-4-amine CC1=NC(=C2C(C1S(=O)(=O)C1=CC=C(C)C=C1)=NC=C2)N